Cl.NCCCCOC(=O)N1C(\C(\C2=CC(=CC=C12)F)=C/C=1NC(=C(C1C)C(NCCN(CC)CC)=O)C)=O (Z)-3-((4-((2-(diethylamino)ethyl)carbamoyl)-3,5-dimethyl-1H-pyrrol-2-yl)methylene)-5-fluoro-2-oxoindole-1-carboxylic acid 4-aminobutyl ester hydrochloride